N1C=NC2=NC=C(C=C21)C2=CN=C1C(=N2)N(C(CN1)=O)CCC1CCOCC1 7-(1H-imidazo[4,5-b]pyridin-6-yl)-1-(2-(tetrahydro-2H-pyran-4-yl)ethyl)-3,4-dihydropyrazino[2,3-b]pyrazin-2(1H)-one